1-propyl-4,5,6,7-tetrahydro-1H-indazol-5-ylamine C(CC)N1N=CC=2CC(CCC12)N